1-(3,4-dichlorophenyl)-N-[2-fluoro-3-(4-methyl-6-oxo-1,6-dihydropyrimidin-2-yl)-4-(trifluoromethyl)benzyl]piperidine-4-carboxamide ClC=1C=C(C=CC1Cl)N1CCC(CC1)C(=O)NCC1=C(C(=C(C=C1)C(F)(F)F)C=1NC(C=C(N1)C)=O)F